benzyl 3-methyl-4-oxo-piperidine-1-carboxylate CC1CN(CCC1=O)C(=O)OCC1=CC=CC=C1